N-[2-(2-chloro-4-methylphenyl)-2,2-difluoroethyl]-3-[(3-cyclopropyl-2-fluorophenyl)sulfinyl]-5,6,7,8-tetrahydrocinnoline-4-carboxamide ClC1=C(C=CC(=C1)C)C(CNC(=O)C1=C(N=NC=2CCCCC12)S(=O)C1=C(C(=CC=C1)C1CC1)F)(F)F